2-bromo-5-toluenesulfonyl-5H-pyrrolo[2,3-b]pyrazine BrC=1N=C2C(=NC1)N(C=C2)S(=O)(=O)CC2=CC=CC=C2